C(C)(C)(C)OC(=O)N1CCC(CC1)CC(=O)OC 4-methoxycarbonylmethyl-piperidine-1-carboxylic acid tert-butyl ester